7-(5-CHLORO-2-METHOXY-4-METHYLPHENYL)-N-[(2,4-DIMETHOXYPHENYL)METHYL]CINNOLIN-4-AMINE ClC=1C(=CC(=C(C1)C1=CC=C2C(=CN=NC2=C1)NCC1=C(C=C(C=C1)OC)OC)OC)C